O1CCN(CC1)CCOC1=CC=2N(C=C1)C(=CN2)C=2C=C1C(=NC2)C(N(C1)CC(F)(F)F)=O 3-[7-(2-morpholinoethoxy)imidazo[1,2-a]pyridin-3-yl]-6-(2,2,2-trifluoroethyl)-5H-pyrrolo[3,4-b]pyridin-7-one